(S)-5-(cyclopropylmethyl)-4-(6-(2,2-difluorocyclopropyl)pyridin-3-yl)-2-(2-methyl-2H-indazol-5-yl)-3-oxo-3,5-dihydro-2H-pyrrolo[3,2-c]pyridazine-7-carbonitrile C1(CC1)CN1C=C(C2=NN(C(C(=C21)C=2C=NC(=CC2)[C@H]2C(C2)(F)F)=O)C2=CC1=CN(N=C1C=C2)C)C#N